1-ethyl-3-((S)-1,1,1,5,5,5-hexafluoropentan-2-yl)urea C(C)NC(=O)N[C@H](C(F)(F)F)CCC(F)(F)F